OCCCCCOC(C#N)C (5-hydroxypentyloxy)propionitrile